[4-(1H-pyrazol-1-yl)phenylmethyl]-9H-purine N1(N=CC=C1)C1=CC=C(C=C1)CC1=NC=C2N=CNC2=N1